gamma-hydroxyl-valeric acid OC(CCC(=O)O)C